ClC1=C2ON=C3CCCC=4C=C(C=CC4C4=C(C=C(C(NS(C(=C1O)C=C23)(=O)=O)=C4)OC)F)F 22-chloro-7,12-difluoro-5-methoxy-2,2-dioxo-20-oxa-2λ6-thia-3,19-diazapentacyclo[16.5.2.14,8.09,14.021,25]hexacosa-1(23),4(26),5,7,9(14),10,12,18,21,24-decaen-23-ol